COC1=CC=2N(N=C1N1CCOCC1)C=CN2 4-(7-methoxyimidazo[1,2-b]pyridazin-6-yl)morpholine